CC(C(=O)OCC(C)(C1=CC(=CC=C1)C(F)(F)F)NC(NC1=C(C=CC=C1CNC(=O)N1CCOCC1)N)=S)(C)C 2-{[(2-amino-6-{[(morpholine-4-carbonyl)amino]methyl}phenyl)carbamothioyl]amino}-2-[3-(trifluoromethyl)phenyl]propyl 2,2-dimethylpropanoate